4-(3-(tetrahydro-2H-pyran-4-yl)-1H-indol-5-yl)-3,6-dihydropyridine-1(2H)-carboxylic acid tert-butyl ester C(C)(C)(C)OC(=O)N1CCC(=CC1)C=1C=C2C(=CNC2=CC1)C1CCOCC1